BrC1=CC=C(C=C1)C1(CCN(CC1)C)O 4-(4-bromophenyl)-1-methylpiperidin-4-ol